C(C)N1N=C(C(=N1)C(C)N(C(OC(C)(C)C)=O)C)C1=C(C(=CC=C1)[N+](=O)[O-])F tert-butyl (1-(2-ethyl-5-(2-fluoro-3-nitrophenyl)-2H-1,2,3-triazol-4-yl)ethyl)(methyl)carbamate